ClC1=C(N)C(=CC(=C1)OC)OCCCC=C 2-chloro-4-methoxy-6-(pent-4-en-1-yloxy)aniline